(S)-4-chloro-2-(3,4-dimethylpiperazin-1-yl)-5-(2-morpholinopyrimidin-5-yl)aniline ClC1=CC(=C(N)C=C1C=1C=NC(=NC1)N1CCOCC1)N1C[C@@H](N(CC1)C)C